ethyl (S)-3-amino-3-(3-(2-ethylbenzyl)phenyl)propanoate N[C@@H](CC(=O)OCC)C1=CC(=CC=C1)CC1=C(C=CC=C1)CC